C(OCCN1CCN(CC1)S(=O)(=O)C1=CC(=C(C=C1)OCCC)C=1NC(C2=C(N1)C(=CN2CC)CCC)=O)(OCCCCCCO[N+](=O)[O-])=O 2-(4-(3-(5-ethyl-4-oxo-7-propyl-4,5-dihydro-3H-pyrrolo[3,2-d]pyrimidin-2-yl)-4-propoxyphenylsulfonyl)piperazin-1-yl)ethyl 6-(nitrooxy)hexyl carbonate